methyl β-carbonyltetradecanoate C(=O)=C(CC(=O)OC)CCCCCCCCCCC